2-[3-[[1-(2,6-dibenzyloxy-3-pyridyl)-3-methyl-2-oxo-benzimidazol-5-yl]amino]phenyl]acetic acid C(C1=CC=CC=C1)OC1=NC(=CC=C1N1C(N(C2=C1C=CC(=C2)NC=2C=C(C=CC2)CC(=O)O)C)=O)OCC2=CC=CC=C2